COC=1C=C(C=CC1NCC#C)S(=O)(=O)N1CCN(CC1)C(C)=O 1-(4-((3-methoxy-4-(prop-2-yn-1-ylamino)phenyl)sulfonyl)piperazin-1-yl)ethan-1-one